ONC(\C=C\C1=CC=2C(=NOC2C2=CC=C(C=C2)C2CCNCC2)C=C1)=O (E)-N-hydroxy-3-(3-(4-(piperidin-4-yl)phenyl)benzo[c]isoxazol-5-yl)acrylamide